1,3-dimethyl-1H-indazole-5-carbaldehyde CN1N=C(C2=CC(=CC=C12)C=O)C